O1C(=CN=CC=C1)C(=O)N 1,4-oxazepine-2-carboxamide